FC=1C=C(C=CC1)N1CCC(CC1)NC1=C2C(=NC=3C=C(C(=CC13)OC)OCCCN1CCCC1)CCC2 1-(3-fluorophenyl)-N-{7-methoxy-6-[3-(pyrrolidin-1-yl)propoxy]-1H,2H,3H-cyclopenta[b]quinolin-9-yl}piperidin-4-amine